ClC1=CC=C(C=C1)C1=CC=CC=C1 4-chloro-(1,1-biphenyl)